trifluoroethylformamide FC(CNC=O)(F)F